2-chloro-N1-(4-chloro-3-(pyridin-2-yl)phenyl)terephthalamide ClC1=C(C(=O)NC2=CC(=C(C=C2)Cl)C2=NC=CC=C2)C=CC(=C1)C(=O)N